C(C)C1=CN=C(S1)C=1C=C(OC[C@H]2CN(CCO2)C(=O)OC(C)(C)C)C=C(C1F)C(=O)OC tert-butyl (R)-2-((3-(5-ethylthiazol-2-yl)-4-fluoro-5-(methoxycarbonyl)phenoxy)methyl)morpholine-4-carboxylate